FC(CCOC1=NC=C(C=N1)N)(F)F 2-(3,3,3-Trifluoropropoxy)pyrimidin-5-amine